N1(N=CC=C1)C=1C=C(C=CC1)NC1=NC=NC2=CC(=C(C=C12)NC(C=C)=O)OCCN1CCOCC1 N-(4-((3-(1H-pyrazol-1-yl)phenyl)amino)-7-(2-morpholinoethoxy)quinazolin-6-yl)acrylamide